CN1CCN(CC1)CC1=CC=C(C=C1)C1=CC=CC=2N1N=C(N2)NC(=O)C2CC2 N-(5-(4-((4-methylpiperazin-1-yl)methyl)phenyl)-[1,2,4]triazolo[1,5-a]pyridin-2-yl)cyclopropanecarboxamide